[W](Br)Br tungsten(II) bromide